[11-[1-(2,6-dioxo-3-piperidyl)-3-methyl-2-oxo-benzimidazol-4-yl]undecyl]carbamate O=C1NC(CCC1N1C(N(C2=C1C=CC=C2CCCCCCCCCCCNC([O-])=O)C)=O)=O